BrC1=C(C=CC=C1)N1CCC(CC1)O[Si](C)(C)C(C)(C)C 1-(2-bromophenyl)-4-((tert-butyldimethylsilyl)oxy)piperidine